(2R,4S)-1-tert-butyl 2-methyl 4-hydroxypiperidine-1,2-dicarboxylate O[C@@H]1C[C@@H](N(CC1)C(=O)OC(C)(C)C)C(=O)OC